ClC=1C=C(C=CC1N1C(N(C=C1)C)=O)C1=C(C(=CC(=C1)F)C1=CC(=NC=C1)N1CC(CC1)(C)NC(OC(C)(C)C)=O)O tert-butyl (1-(4-(3'-chloro-5-fluoro-2-hydroxy-4'-(3-methyl-2-oxo-2,3-dihydro-1H-imidazol-1-yl)-[1,1'-biphenyl]-3-yl)pyridin-2-yl)-3-methylpyrrolidin-3-yl)carbamate